[Si](C)(C)(C(C)(C)C)OCCC1=CN(C=2N=CN=C(C21)N[C@@H]2CC[C@@H](N(C2)C(=O)OC(C)(C)C)C)S(=O)(=O)C2=CC=C(C)C=C2 tert-butyl (2S,5R)-5-((5-(2-((tert-butyldimethylsilyl)oxy)ethyl)-7-tosyl-7H-pyrrolo[2,3-d]pyrimidin-4-yl)amino)-2-methylpiperidine-1-carboxylate